2-amino-5,6-dinitropyrimidine-4-ol NC1=NC(=C(C(=N1)O)[N+](=O)[O-])[N+](=O)[O-]